(R)-3-[(S)-2-(4-fluoro-phenyl)-1-(5-iodo-1H-benzoimidazol-2-yl)-ethyl]-5-[4-(2-hydroxy-ethoxy)-phenyl]-imidazoline-2,4-dione FC1=CC=C(C=C1)C[C@@H](C1=NC2=C(N1)C=CC(=C2)I)N2C(N[C@@H](C2=O)C2=CC=C(C=C2)OCCO)=O